2-methyl-2-(2-((2-(trimethylsilyl)ethoxy)methyl)-2H-1,2,3-triazol-4-yl)cyclopentan-1-one CC1(C(CCC1)=O)C1=NN(N=C1)COCC[Si](C)(C)C